COC1=CC=C(C=C1)N1C(N(C=2C1=C1C(=NC2)NC(=C1)C1=CC=C(C=C1)CN1CCC(CC1)S(=O)(=O)C)C)=O 1-(4-Methoxyphenyl)-3-methyl-7-(4-((4-(methylsulfonyl)piperidin-1-yl)methyl)phenyl)-3,6-dihydroimidazo[4,5-d]pyrrolo[2,3-b]pyridin-2(1H)-on